C(C1=CC=CC=C1)[C@H]1N(C(OC1)=O)C([C@H](CO)C1=CC=C(C=C1)Br)=O (4R)-4-benzyl-3-[(2S)-2-(4-bromophenyl)-3-hydroxypropionyl]-1,3-oxazolidin-2-one